NC=1C=C(C=C(C1)C(COC)(F)F)[C@@H](C)NC1=NC(=NC2=CC(=C(C=C12)N1CCOCC1)OC)C (R)-N-(1-(3-Amino-5-(1,1-difluoro-2-methoxyethyl)phenyl)ethyl)-7-methoxy-2-methyl-6-morpholinoquinazolin-4-amine